p-ethyl-phenyl-oxazole C(C)C1=CC=C(C=C1)C=1OC=CN1